3,6-DIFLUOROPICOLINALDEHYDE FC=1C(=NC(=CC1)F)C=O